Methyl (4,6-diamino-2-(5,7-difluoro-1-(2-fluorobenzyl)-1H-indazol-3-yl)pyrimidin-5-yl)carbamate NC1=NC(=NC(=C1NC(OC)=O)N)C1=NN(C2=C(C=C(C=C12)F)F)CC1=C(C=CC=C1)F